2-(3-aminoprop-1-yn-1-yl)-N-((3S,4R)-3-Fluoro-1-methylpiperidin-4-yl)-3-(2,2,2-trifluoroethyl)pyrazolo[1,5-a]pyridine-7-amine dihydrochloride Cl.Cl.NCC#CC1=NN2C(C=CC=C2N[C@H]2[C@H](CN(CC2)C)F)=C1CC(F)(F)F